CN1N=C2C=CC(=CC2=C1C(=O)NC1CCOCC1)OCC1=NC=CC=C1 2-methyl-N-(oxan-4-yl)-5-[(pyridin-2-yl)methoxy]-2H-indazole-3-carboxamide